OC1=CC=C(C=C1)C(C(=O)O)(CCC)C1=CC=C(C=C1)O bis(p-hydroxyphenyl)valeric acid